(S)-2,2-difluoro-2-(3-isopropylphenyl)-1-phenylethyl ((S)-4-methyl-1-oxo-1-(((S)-1-oxo-3-((S)-2-oxopyrrolidin-3-yl)propan-2-yl)amino)pentan-2-yl)carbamate CC(C[C@@H](C(N[C@H](C=O)C[C@H]1C(NCC1)=O)=O)NC(O[C@H](C(C1=CC(=CC=C1)C(C)C)(F)F)C1=CC=CC=C1)=O)C